N1N=NN=C1C1=CC=C(C=C1)C=1C=C2C(=NC1)NN=C2C(=O)C=2C(=C(C(=CC2)F)NS(=O)(=O)CC2=CC=CC=C2)F N-(3-(5-(4-(1H-Tetrazol-5-yl)phenyl)-1H-pyrazolo[3,4-b]pyridin-3-carbonyl)-2,6-difluorophenyl)-1-phenylmethansulfonamid